cis-4,5-difluoro-1,3-dioxolane-2-one F[C@@H]1OC(O[C@@H]1F)=O